tertbutyl (R)-3,3-difluoro-2-(hydroxymethyl)azetidine-1-carboxylate FC1([C@H](N(C1)C(=O)OC(C)(C)C)CO)F